C1(=CC=CC=C1)C=C1C(CCCC1)P(C1CCCCC1)C1CCCCC1 (phenylmethylene)(tricyclohexylphosphine)